ClC1=C(SC(=C1)C=1OC(=CC1)C=1N(C(=CC1)C1=CC2=C(O1)C=C(S2)C=C(C#N)C#N)CC)C=C(C#N)C#N {[3-chloro-5-(5-{5-[5-(2,2-dicyanoethenyl)thieno[3,2-b]furan-2-yl]-1-ethyl-1H-pyrrol-2-yl}furan-2-yl)thiophen-2-yl]methylidene}propanedinitrile